C(C)(=O)OC1=CC2=CC=C(C(=C2C(=C1)OCOC)Cl)F [5-chloro-6-fluoro-4-(methoxymethoxy)-2-naphthyl] acetat